C(C=C)(=O)NCCCCC(C(=O)O)NC(CN=[N+]=[N-])=O 6-acrylamido-2-(2-azidoacetamido)hexanoic acid